4-fluoro-12-oxo-6a,7,9,10-tetrahydro-6H-pyrazino[2,1-c]pyrido[3,4-f][1,4]oxazepine-8(12H)-carboxylate FC1=CN=CC=2C(N3C(COC21)CN(CC3)C(=O)[O-])=O